ClC=1N=C(C2=C(N1)N=C(S2)N(C)C)C2=CCCCC2 5-chloro-7-(cyclohexen-1-yl)-N,N-dimethyl-thiazolo[4,5-d]pyrimidin-2-amine